1,2-dioleyloxy-keto-N,N-dimethyl-3-aminopropane C(CCCCCCC\C=C/CCCCCCCC)OC(C(CN(C)C)OCCCCCCCC\C=C/CCCCCCCC)=O